[N+](=O)([O-])C1=CC=2C(C=3N(C2C=C1)C(C1=C(N3)N=CC=C1)=O)=NNC(N)=S 2-(9-Nitro-5-oxopyrido[2',3':4,5]pyrimido[1,2-a]indol-11(5H)-yliden)hydrazin-1-carbothioamid